2-(2,3-dihydro-1H-inden-2-yl)acetamide tert-Butyl-(R)-3-((5-cyclopropyl-6-(2-(ethoxymethoxy)-4-ethynylphenyl)-1,2,4-triazine-3-yl)amino)piperidine-1-carboxylate C(C)(C)(C)OC(=O)N1C[C@@H](CCC1)NC=1N=NC(=C(N1)C1CC1)C1=C(C=C(C=C1)C#C)OCOCC.C1C(CC2=CC=CC=C12)CC(=O)N